O1COC2=C1C=CC(=C2)OCC=2C=C(C=CC2OC)/C=C/C(=O)C2=C(C=C(C=C2)O)O (E)-3-[3-(1,3-Benzodioxol-5-yloxymethyl)-4-methoxyphenyl]-1-(2,4-dihydroxyphenyl)prop-2-en-1-one